BrC=1C=C(C=CC1)C=1N=C(SC1)[NH-] N-[4-(3-bromophenyl)thiazol-2-yl]amide